C12CN(CC(NC1)CC2)C(=O)N 3,6-diazabicyclo[3.2.2]nonane-3-carboxamide